N1=CC(=CC=C1)NC1=NC(=NC=C1)C1=CC=NC=C1 N-(pyridin-3-yl)-2-(pyridin-4-yl)pyrimidin-4-amine